C\C(=C/C=O)\CCC=C(C)C (2E)-3,7-dimethyloct-2,6-dienal